N1(CCCC1)CCCCO 4-pyrrolidin-1-ylbutan-1-ol